8-(cyclohexylthio)-N-(2-methoxy-4-(1-methyl-1H-pyrazol-4-yl)phenyl)pyrido[3,4-d]pyrimidin-2-amine C1(CCCCC1)SC1=NC=CC2=C1N=C(N=C2)NC2=C(C=C(C=C2)C=2C=NN(C2)C)OC